4-methyl-2-amyl-1,3-dioxolane CC1OC(OC1)CCCCC